C(#N)C(CC)CC(=O)[O-] 3-cyano-3-propyl-acetate